2-bromo-6-(4,5-dimethyl-1H-imidazol-2-yl)pyridine Tert-butyl-(4R)-5-(6-amino-3-pyridyl)-2,5-diazabicyclo[2.2.1]heptane-2-Carboxylate C(C)(C)(C)OC(=O)N1C2CN([C@@H](C1)C2)C=2C=NC(=CC2)N.BrC2=NC(=CC=C2)C=2NC(=C(N2)C)C